1-{1-[5-chloro-2-(1,2,3,4-tetrahydroisoquinolin-6-yl)phenyl]piperidin-3-yl}-5-(trifluoromethyl)-1H-pyrazole-4-carboxylic acid ethyl ester hydrochloride Cl.C(C)OC(=O)C=1C=NN(C1C(F)(F)F)C1CN(CCC1)C1=C(C=CC(=C1)Cl)C=1C=C2CCNCC2=CC1